N-(1-acetylpiperidin-4-yl)-4-fluorobenzamide C(C)(=O)N1CCC(CC1)NC(C1=CC=C(C=C1)F)=O